C12CCC#CCCC2C1COC(=O)NCCOCCOCCOCCOCCC(=O)NCC(=O)NCC(=O)N[C@H](C(=O)O)CC1=CC=CC=C1 (2S)-2-(2-{2-[1-({[endo-Bicyclo[6.1.0]non-4-yn-9-ylmethoxy]carbonyl}amino)-3,6,9,12-tetraoxapentadecan-15-amido]acetamido}acetamido)-3-phenylpropanoic acid